BrC=1C=C(C=C(C1)OC1=NC=CC(=C1)C(C)(C)C)O 3-bromo-5-((4-(tert-butyl)pyridin-2-yl)oxy)phenol